4-(3-iodoimidazo[1,2-a]pyridin-6-yl)-piperazine-1-carboxylic acid tert-butyl ester C(C)(C)(C)OC(=O)N1CCN(CC1)C=1C=CC=2N(C1)C(=CN2)I